F[C@H]1[C@@H](CNC1)N1C2=NC(=NC=C2N(C1=O)C)NC=1C=C2C=CC=NC2=CC1C ((3r,4r)-4-fluoropyrrolidin-3-yl)-7-methyl-2-((7-methylquinolin-6-yl)amino)-7,9-dihydro-8H-purin-8-one